(S)-Benzyl 3-(((S)-2-Hydroxy-3-(3-((1-(hydroxymethyl) cyclopropyl)sulfonyl)phenoxy)propyl)amino)-1-oxa-8-azaspiro[4.5]decane-8-carboxylate O[C@@H](CN[C@@H]1COC2(C1)CCN(CC2)C(=O)OCC2=CC=CC=C2)COC2=CC(=CC=C2)S(=O)(=O)C2(CC2)CO